1,3-bis(di-n-propylamino)-2-azapropane C(CC)N(CNCN(CCC)CCC)CCC